C(C)(C)(C)OC(=O)N1CCN(CC1)C1=NC(=CC(=N1)C1=C2C(=NC=C1)N(C(C2(C)C)=O)C2OCCCC2)C(F)(F)F 4-[4-(3,3-dimethyl-2-oxo-1-tetrahydropyran-2-yl-pyrrolo[2,3-b]pyridin-4-yl)-6-(trifluoromethyl)pyrimidin-2-yl]piperazine-1-carboxylic acid tert-butyl ester